methyl (S)-2-(1-(2-cyano-6-(1-methyl-5-((2-oxo-5-propylpyridin-1(2H)-yl)methyl)-1H-1,2,3-triazol-4-yl)pyridin-3-yl)-5,5-difluoropiperidin-3-yl)acetate C(#N)C1=NC(=CC=C1N1C[C@H](CC(C1)(F)F)CC(=O)OC)C=1N=NN(C1CN1C(C=CC(=C1)CCC)=O)C